OCC=1OC2=C(N1)C=CC=C2C(=O)O 2-(hydroxymethyl)benzo[d]oxazole-7-carboxylic acid